FC1C=CCCOS1(=O)=O 1-fluoro-2-pentene-1,5-sultone